2,2,2-Trichloroethyl ((4-(aminomethyl)phenyl)(imino)methyl)carbamate trifluoroacetate salt FC(C(=O)O)(F)F.NCC1=CC=C(C=C1)C(=N)NC(OCC(Cl)(Cl)Cl)=O